F[C@@H]1[C@@H](C1)C(=O)NC=1N=C2N(C=C(C=C2)C=2C(=CC3=C(NC=N3)C2)C)C1 (1s,2s)-2-fluoro-N-(6-(5-methyl-1H-benzo[d]imidazol-6-yl)imidazo[1,2-a]pyridin-2-yl)cyclopropanecarboxamide